4,4',4'',4'''-((2R,5R,8R,11R)-1,4,7,10-tetraazacyclododecane-2,5,8,11-tetrayl)tetrakis(butan-1-amine) N1[C@@H](CN[C@@H](CN[C@@H](CN[C@@H](C1)CCCCN)CCCCN)CCCCN)CCCCN